(4-bromo-3-methoxyphenyl)pentafluoro-λ6-sulfane BrC1=C(C=C(C=C1)S(F)(F)(F)(F)F)OC